bis[3-(triethoxysilyl)propyl]tetrasulphide C(C)O[Si](CCCSSSSCCC[Si](OCC)(OCC)OCC)(OCC)OCC